C(C)(C)(C)C1=C(C2=C(N=CN=C2OC(C)C)S1)C1=CC(=C(C=C1)Cl)Cl 6-tert-butyl-5-(3,4-dichlorophenyl)-4-isopropoxythieno[2,3-d]pyrimidine